N1C(C1)CCC(=O)O.N1C(C1)CCC(=O)O.N1C(C1)CCC(=O)O.C(O)C(CC)(CO)CO trimethylolpropane-tris[3-(2-aziridinyl) propionate]